N-(4-((6,7-dimethoxyquinolin-4-yl)oxy)phenyl)-1-(2-ethylphenyl)-4-methyl-6-oxo-1,6-dihydropyridazine-3-carboxamide COC=1C=C2C(=CC=NC2=CC1OC)OC1=CC=C(C=C1)NC(=O)C1=NN(C(C=C1C)=O)C1=C(C=CC=C1)CC